Cl.O=C1N(CC2=CC(=CC=C12)C#CCN1CCN(CC1)CC1CCNCC1)C1C(NC(CC1)=O)=O 3-(1-oxo-5-(3-(4-(piperidin-4-ylmethyl)piperazin-1-yl)prop-1-yn-1-yl)isoindolin-2-yl)piperidine-2,6-dione hydrochloride